5'-fluoro-7'-methyl-spiro[cyclopropane-1,3'-indoline]-2'-one FC=1C=C2C3(C(NC2=C(C1)C)=O)CC3